C(#N)C=1C=C(C=CC1F)C1=NN(C(=C1CC1=CC(=C(C=C1)S(N)(=O)=O)F)CC1CC1)C=1SC=C(N1)C(=O)O 2-(3-(3-cyano-4-fluorophenyl)-5-(cyclopropylmethyl)-4-(3-fluoro-4-sulfamoylbenzyl)-1H-pyrazole-1-yl)thiazole-4-carboxylic acid